BrC=1C=CC(=C(C1)C1N=NC=2N1C1=CC=CC=C1C(N2)=O)N2CCCC2 1-(5-bromo-2-(pyrrolidin-1-yl)phenyl)-5-oxo-[1,2,4]triazolo[4,3-a]quinazolin